C(C(C)(C)C)(=O)OOC(C)(C)CC t-amyl peroxypivalate